N-(2-chloro-3-(7-chloro-2,4-dioxa-1,2-dihydropteridine-3(4H)-yl)phenyl)-1-methyl-1H-pyrazole-3-carboxamide ClC1=C(C=CC=C1N1ONC2=NC(=CN=C2O1)Cl)NC(=O)C1=NN(C=C1)C